C(CC1=CC=CC=C1)C1C(=C(NC(=C1C(=O)OCC)C)C)C(=O)OCC diethyl 4-phenethyl-1,4-dihydro-2,6-dimethyl-3,5-pyridinedicarboxylate